ClC1=CC=C(C=C1)C1(CC(C1)C(=O)OC)O Methyl 3-(4-chlorophenyl)-3-hydroxycyclobutane-1-carboxylate